CN1C[C@@H](C=C2C3=C4C(C[C@@H]12)=CNC4=CC=C3)C(=O)N[C@H](C)CCC (6aR,9R)-7-methyl-N-((R)-pentan-2-yl)-4,6,6a,7,8,9-hexahydroindolo[4,3-fg]quinoline-9-carboxamide